5-[1-[[3,5-bis(trifluoromethyl)benzoyl]-methyl-amino]ethyl]-1-pyrimidin-2-yl-1,2,4-triazole FC(C=1C=C(C(=O)N(C(C)C2=NC=NN2C2=NC=CC=N2)C)C=C(C1)C(F)(F)F)(F)F